FC=1C=C2C(CNC2=CC1F)(C)C 5,6-difluoro-3,3-dimethylindoline